C(=O)O.COC=1C=C2C(=CC=NC2=CC1OC)N1CCC(CC1)C1(CC1)CNS(=O)(=O)NC(C)=O N-(N-((1-(1-(6,7-dimethoxyquinolin-4-yl)piperidin-4-yl)cyclopropyl)methyl)sulfamoyl)acetamide format salt